The molecule is a trimethoxyflavone that is 6-hydroxyluteolin in which the phenolic hydogens at positions 4', 6 and 7 have been replaced by methyl groups. It has a role as a Brassica napus metabolite, an apoptosis inducer, a vasodilator agent, a calcium channel blocker, an anti-inflammatory agent, a P450 inhibitor and an antineoplastic agent. It is a dihydroxyflavone, a trimethoxyflavone and a polyphenol. It derives from a 6-hydroxyluteolin. COC1=C(C=C(C=C1)C2=CC(=O)C3=C(C(=C(C=C3O2)OC)OC)O)O